Cl.C(C1=CC=CC=C1)OCCC1CCNCC1 4-(2-(benzyloxy)ethyl)piperidine hydrochloride